(1R,3aR,6aS)-N-((R)-1-cyano-2-((R)-2-oxopiperidin-3-yl)ethyl)-2-(9-hydroxy-9H-fluorene-9-carbonyl)octahydrocyclopenta[c]pyrrole-1-carboxamide C(#N)[C@@H](C[C@@H]1C(NCCC1)=O)NC(=O)[C@@H]1N(C[C@H]2[C@@H]1CCC2)C(=O)C2(C1=CC=CC=C1C=1C=CC=CC21)O